1-[3-(benzyloxy)cyclobutyl]-3-methyl-4-nitropyrazole C(C1=CC=CC=C1)OC1CC(C1)N1N=C(C(=C1)[N+](=O)[O-])C